OCCO/C=C/C1=CC2=C(N(C(N2C)=O)C2C(NC(CC2)=O)=O)C=C1 3-[5-[(E)-2-(2-hydroxyethoxy)vinyl]-3-methyl-2-oxo-benzimidazol-1-yl]piperidine-2,6-dione